C(C)(C)(C)[Si](C)(C)OC1CC(C1)I tert-Butyl((1s,3s)-3-iodocyclobutyloxy)dimethylsilane